L-2-Oxo-4-thiazolidinecarboxylate O=C1SCC(N1)C(=O)[O-]